butyl ((2-chloro-4-((3-fluoro-4-(1-methyl-4-(trifluoromethyl)-1H-imidazol-2-yl)benzyl)amino)pyrimidin-5-yl)methyl)carbamate ClC1=NC=C(C(=N1)NCC1=CC(=C(C=C1)C=1N(C=C(N1)C(F)(F)F)C)F)CNC(OCCCC)=O